ClC1=CC=C(S1)C=1C(=NN2C1C=C(C=C2)C(F)(F)F)NC(CC(C)(C)O)=O N-(3-(5-chlorothiophen-2-yl)-5-(trifluoromethyl)pyrazolo[1,5-a]pyridin-2-yl)-3-hydroxy-3-methylbutanamide